2-(3-{(3S)-3-[(propan-2-yl)amino]pyrrolidin-1-yl}-1,2,4-triazin-6-yl)-5-(1H-pyrazol-4-yl)phenol CC(C)N[C@@H]1CN(CC1)C=1N=NC(=CN1)C1=C(C=C(C=C1)C=1C=NNC1)O